N-[4-bromo-2-(3,3-difluorocyclobutyl)-6-methyl-phenyl]-3,3-dimethyl-butanamide BrC1=CC(=C(C(=C1)C)NC(CC(C)(C)C)=O)C1CC(C1)(F)F